C(C)N1S(C=2N(C(C1)C(=O)O)C(C=C(C2C2=CC(=CC=C2)C(F)(F)F)CC2=CC=CC1=CC=CC=C21)=O)(=O)=O 2-ethyl-8-(naphthalen-1-ylmethyl)-6-oxo-9-(3-(trifluoromethyl)phenyl)-3,4-dihydro-2H,6H-pyrido[1,2-e][1,2,5]thiadiazine-4-carboxylic acid 1,1-dioxide